O=S1(NCCC1)=O 1,1-dioxoisothiazolidine